CC(C)(C1=NC=C(C=N1)B1OC(C(O1)(C)C)(C)C)NC(OC(C)(C)C)=O tert-Butyl N-[1-methyl-1-[5-(4,4,5,5-tetramethyl-1,3,2-dioxaborolan-2-yl)pyrimidin-2-yl]ethyl]carbamate